1-((7-((1aS,7bR)-6-chloro-3-((R)-5-azaspiro[3.4]octan-7-yl)-1a,2,3,7b-tetrahydro-1H-cyclopropa[c]quinolin-4-yl)thieno[3,2-b]pyridin-2-yl)methyl)pyrrolidine-2,5-dione, formic acid salt C(=O)O.ClC1=CC=2[C@H]3[C@@H](CN(C2C(=C1)C1=C2C(=NC=C1)C=C(S2)CN2C(CCC2=O)=O)[C@H]2CNC1(CCC1)C2)C3